5-(3,4-Dimethoxybenzylidene)pyrimidine-2,4,6(1H,3H,5H)-trione COC=1C=C(C=C2C(NC(NC2=O)=O)=O)C=CC1OC